17-hydroxy-3,6,9,12,15-pentaoxaheptadecyl-4-methylbenzenesulfonate OCCOCCOCCOCCOCCOCCOS(=O)(=O)C1=CC=C(C=C1)C